NC1=C(C=C(C=N1)NC(C(=O)N1[C@H](CC[C@@H](C1)C)C=1C=CC2=C(N=C(S2)C2CC3(CN(C3)C)C2)C1)=O)CC N-(6-amino-5-ethylpyridin-3-yl)-2-((2R,5S)-5-methyl-2-(2-(2-methyl-2-azaspiro[3.3]heptan-6-yl)benzo[d]thiazol-5-yl)piperidin-1-yl)-2-oxoacetamide